C(CCON)ON O,O'-1,3-propanediylbishydroxylamine